2-[[4-[4-fluoro-5-isobutyl-2-(2H-tetrazol-5-yl)phenyl]piperazin-1-yl]methyl]-3H-quinazolin-4-one FC1=CC(=C(C=C1CC(C)C)N1CCN(CC1)CC1=NC2=CC=CC=C2C(N1)=O)C=1N=NNN1